N[C@H](C)C=1N=C2N(C=C(C=C2N2C(N(C3(CN(C3)C)C2)C)=O)C2CC2)C1 (R)-7-(2-(1-aminoethyl)-6-cyclopropylimidazo[1,2-a]pyridin-8-yl)-2,5-dimethyl-2,5,7-triazaspiro[3.4]octan-6-one